N=1SN=C2C1C=CC=C2 Benzo[1,2-c][1,2,5]Thiadiazole